C(=O)OC1CC2C(C(C1)(C)C)(O2)CC21C(CCCC2)O1 4-epoxy-5-methylcyclohexylmethyl-3,4-epoxy-5-methylcyclohexyl formate